C(CC)N1C[C@@H](C=C2C=3C=CC=C4NC=C(C[C@@H]12)C34)C(=O)N(CC)CC 9,10-didehydro-6-propyl-N,N-diethylergoline-8b-carboxamide